NC1CCC(CC1)NC1=NC2=C(C=C(C=C2C=N1)C1=C(C=C(C=C1)N(S(=O)(=O)C1=C(C=CC=C1)Cl)C)C)O N-(4-(2-(((1r,4r)-4-aminocyclohexyl)amino)-8-hydroxyquinazolin-6-yl)-3-methylphenyl)-2-chloro-N-methylbenzenesulfonamide